C1(=CC=CC=C1)P(C1=NC2=CC=C(C=C2C(=C1)C(F)(F)F)C)(C1=CC=CC=C1)=O diphenyl-(6-methyl-4-trifluoromethylquinolin-2-yl)phosphorus oxide